(2R,4s,6S)-4-(2-hydroxy-7-((5-methoxy-7-methyl-1H-indol-4-yl)methyl)-7-azaspiro[3.5]nonan-6-yl)benzoic acid OC1CC2(C1)C[C@H](N(CC2)CC2=C1C=CNC1=C(C=C2OC)C)C2=CC=C(C(=O)O)C=C2